BrC=1C=C2C=C(N=NC2=C(C1)Cl)NC(OC(C)(C)C)=O tert-butyl N-(6-bromo-8-chloro-cinnolin-3-yl)carbamate